4-tertamyl-phenol C(C)(C)(CC)C1=CC=C(C=C1)O